ClC=1C=C(C=C(C1F)Cl)C1(CC(=NO1)C1=CC(=C(C(=O)N(C)C2=NN(C(=N2)C)C)C=C1)C)C(F)(F)F 4-(5-(3,5-dichloro-4-fluorophenyl)-5-(trifluoromethyl)-4,5-dihydroisoxazol-3-yl)-N-(1,5-dimethyl-1H-1,2,4-triazol-3-yl)-N,2-dimethylbenzamide